C12(CC(C1)C2)NS(=O)(=O)C2=CC(=C(C=C2)NC([C@H](CC2=CC=CC=C2)NC(C2=NC=C(C=C2)F)=O)=O)C (S)-N-(1-(4-(N-bicyclo[1.1.1]pentan-1-ylsulfamoyl)-2-methylphenylamino)-1-oxo-3-phenylpropan-2-yl)-5-fluoropicolinamide